(3R)-4-methylmorpholin CN1CCOCC1